2-(2-chloro-ethoxy)-N-[[(4-methoxy-6-methyl-1,3,5-triazin-2-yl)amino]carbonyl]benzenesulfonamide ClCCOC1=C(C=CC=C1)S(=O)(=O)NC(=O)NC1=NC(=NC(=N1)OC)C